[Cl-].[Cl-].CC1(C(=C(C(=C1)C)C)C)[Zr+2]C1(C=CC=C1)CCC (1,2,3,4-tetramethylcyclopentadienyl)-(propylcyclopentadienyl)zirconium dichloride